(3S)-4-(6-fluoro-7-(2-fluoro-6-hydroxyphenyl)-1-(2-isopropyl-4-methoxypyridin-3-yl)-2-oxo-1,2-dihydropyrido[2,3-d]Pyrimidin-4-yl)-3-methylpiperazine-1-carboxylic acid tert-butyl ester C(C)(C)(C)OC(=O)N1C[C@@H](N(CC1)C=1C2=C(N(C(N1)=O)C=1C(=NC=CC1OC)C(C)C)N=C(C(=C2)F)C2=C(C=CC=C2O)F)C